4-((1S)-1-(2-((3-fluorobenzyl)oxy)-3-methylbutanoylamino)ethyl)benzoic acid FC=1C=C(COC(C(=O)N[C@@H](C)C2=CC=C(C(=O)O)C=C2)C(C)C)C=CC1